racemic-4-(5-bromopyridin-3-yl)-5-(2-fluorophenyl)-4-methyloxazolidin-2-one BrC=1C=C(C=NC1)C1(NC(OC1C1=C(C=CC=C1)F)=O)C